[1-(4,4,4-trifluorobutyl)piperidin-4-yl]amide FC(CCCN1CCC(CC1)[NH-])(F)F